ClC1=C2C=NN(C2=CC=C1C(=O)OC)C methyl 4-chloro-1-methylindazole-5-carboxylate